ClC1=C(C=C2C(=N1)C=C(N2COCC[Si](C)(C)C)CN2C(C=1C=NC=CC1C21C(N(CC1)CC1=CC=C(C=C1)F)=O)=O)F 2'-((5-chloro-6-fluoro-1-((2-(trimethylsilyl)ethoxy)methyl)-1H-pyrrolo[3,2-b]pyridin-2-yl)methyl)-1-(4-fluorobenzyl)spiro[pyrrolidine-3,1'-pyrrolo[3,4-c]pyridine]-2,3'(2'H)-dione